C[C@@]1(NC(CC1)=O)COC1=NC=CC2=CC(=C(C=C12)OC(C)C)C(=O)N 1-{[(2S)-2-methyl-5-oxopyrrolidin-2-yl]methoxy}-7-(propan-2-yloxy)isoquinoline-6-carboxamide